2,2',2'',2'''-((((2-(3-(2-((2-((cyanomethyl)amino)ethyl)amino)ethyl)-2-oxoimidazolidin-1-yl)ethyl)azanediyl)bis(ethane-2,1-diyl))bis(azanetriyl))tetraacetonitrile C(#N)CNCCNCCN1C(N(CC1)CCN(CCN(CC#N)CC#N)CCN(CC#N)CC#N)=O